COC1=CC=C(CNCC(C)NCC2=CC=C(C=C2)OC)C=C1 N1,N2-bis(4-methoxybenzyl)-1,2-propanediamine